tert-butyl (2R,4R)-2-(methoxymethyl)-4-(tosyloxy)pyrrolidine-1-carboxylate COC[C@@H]1N(C[C@@H](C1)OS(=O)(=O)C1=CC=C(C)C=C1)C(=O)OC(C)(C)C